4-(4-fluoro-1-((2-methoxypyridin-4-yl)methyl)-benzoimidazol-2-yl)-1,2,5-oxadiazol-3-amine FC1=CC=CC=2N(C(=NC21)C=2C(=NON2)N)CC2=CC(=NC=C2)OC